COCCOC1=CC=C(C=C1)[C@@H]1N(C(OC1)=O)C1=CC2=C(NC=N2)C=C1 (S)-4-(4-(2-methoxyethoxy)phenyl)-3-(1H-benzo[d]imidazol-5-yl)oxazolidin-2-one